C(CC)OC1=C(C(=C(C=C1)Br)F)F 4-propoxy-2,3-difluorobromobenzene